COC(C1=CN=C(C=C1)CN1C(N(C2=C1C=C(C(=C2)Br)F)[C@@H]2CN(CC2)C(=O)OC(C)(C)C)=O)=O.NCCNCCC[SiH](OCC)OCC N-aminoethyl-γ-aminopropyl-diethoxysilane methyl-(S)-6-((5-bromo-3-(1-(tert-butoxycarbonyl)pyrrolidine-3-yl)-6-fluoro-2-oxo-2,3-dihydro-1H-benzo[d]imidazole-1-yl)methyl)nicotinate